N1=C(N=CC=C1)C=1C=CC(=C(C1)O)C1=NC=C(N=C1)NC1CC(NC(C1)(C)C)(C)C 5-(pyrimidin-2-yl)-2-{5-[(2,2,6,6-tetramethylpiperidin-4-yl)amino]pyrazin-2-yl}phenol